6-bromo-2-(3-(difluoromethoxy)benzyl)phthalazin-1(2H)-one BrC=1C=C2C=NN(C(C2=CC1)=O)CC1=CC(=CC=C1)OC(F)F